ClC1=CC(=NC2=C3N=C(C=C(C3=CC=C12)Cl)C(Cl)(Cl)Cl)C(Cl)(Cl)Cl 4,7-dichloro-2,9-bis(trichloromethyl)-1,10-phenanthroline